N-(trifluoromethylsulfonyl)trifluoroacetamide FC(S(=O)(=O)NC(C(F)(F)F)=O)(F)F